(S)-4-(1-oxo-3-(1-((5-oxo-5,8-dihydropyrido[2,3-d]pyrimidin-4-yl)amino)ethyl)-2-phenyl-1,2-dihydroisoquinolin-8-yl)benzamide O=C1N(C(=CC2=CC=CC(=C12)C1=CC=C(C(=O)N)C=C1)[C@H](C)NC=1C2=C(N=CN1)NC=CC2=O)C2=CC=CC=C2